FC1(CN(C1)C1=NC(=CC(=N1)C(=O)NNC(C1=C(C=C(C=C1)I)N1CCC2(CC2)CC1)=O)C)F 2-(3,3-Difluoroazetidin-1-yl)-N'-(4-iodo-2-(6-azaspiro[2.5]octane-6-yl)benzoyl)-6-methylpyrimidine-4-carbohydrazide